BrC1=CC2=C(N(C(=N2)C)C)C=C1C(F)(F)F 5-bromo-1,2-dimethyl-6-(trifluoromethyl)-1H-benzo[d]imidazole